C(C)OC(CCC(=O)C1=NC2=CC=C(C=C2C(=C1O)C#N)SC1=CC=CC=C1)=O 4-(4-Cyano-3-hydroxy-6-phenylsulfanyl-quinolin-2-yl)-4-oxo-butyric acid ethyl ester